2-(4-Bromobenzoyl)-N-(3-cyano-1-methyl-1H-pyrazol-4-yl)cyclohexanecarboxamide BrC1=CC=C(C(=O)C2C(CCCC2)C(=O)NC=2C(=NN(C2)C)C#N)C=C1